bis-(4-phenyl-1,2,3-triazol-2-yl) stilbene-2,2'-disulphonate C=1(C(=CC=CC1)S(=O)(=O)ON1N=CC(=N1)C1=CC=CC=C1)C=CC=1C(=CC=CC1)S(=O)(=O)ON1N=CC(=N1)C1=CC=CC=C1